2,2'-bis(2,4-dichlorophenyl)-4,5,4',5'-tetraphenyl-1,2'-biimidazole ClC1=C(C=CC(=C1)Cl)C=1N(C(=C(N1)C1=CC=CC=C1)C1=CC=CC=C1)C1(N=C(C(=N1)C1=CC=CC=C1)C1=CC=CC=C1)C1=C(C=C(C=C1)Cl)Cl